C(CC=C)N1C=C(C2=CC=CC=C12)C(=O)C=1SC=CC1 (1-(but-3-en-1-yl)-1H-indol-3-yl)(thiophen-2-yl)methanone